4-(4-ethyl-5-fluoropyridin-3-yl)-2-methyl-5-oxo-1,4,5,7-tetrahydrofurano[3,4-b]pyridine-3-carboxylic acid methyl ester COC(=O)C=1C(C2=C(NC1C)COC2=O)C=2C=NC=C(C2CC)F